OC(CCCCCCCCCCCCCCCC(=O)O)C 17-Hydroxyoctadecanoic acid